OCCN(CCCCCCCC(=O)OCC(CCCCCCCCF)CCCCCCCC)CCCCCCCC(=O)OCCCCCCCCC 10-fluoro-2-octyldecyl 8-((2-hydroxyethyl)(8-(nonyloxy)-8-oxooctyl)amino)octanoate